ClC1=C2C[C@@H]([C@H](C2=CC(=C1)Cl)OC1=CC(=C(C=C1)S(=O)(=O)Cl)Cl)N1C[C@@H](CCC1)NC(OC(C)(C)C)=O tert-butyl [(R)-1-[(1S,2S)-4,6-dichloro-1-[3-chloro-4-(chlorosulfonyl)phenoxy]-2,3-dihydro-1H-inden-2-yl]piperidin-3-yl]carbamate